tert-butyl N-[2-[[4-(3-chloro-2-fluoro-anilino)quinazolin-6-yl]amino]ethyl]carbamate ClC=1C(=C(NC2=NC=NC3=CC=C(C=C23)NCCNC(OC(C)(C)C)=O)C=CC1)F